ClC1=CC=C(C=C1)C(=O)C1=CC=CC=C1 (4-Chlorophenyl)phenyl-methanone